17-amino-6-cyclopropyl-13-methyl-15-(trifluoromethyl)-19-oxa-3,4,13,18-tetraazatricyclo[12.3.1.12,5]nonadec-1(18),2,4,14,16-penta-en-6-ol NC1=CC(=C2N(CCCCCCC(C3=NN=C(C1=N2)O3)(O)C3CC3)C)C(F)(F)F